O(C(C)(C)C)C(=O)C(C(=O)O)OCCOCCN (tert-butoxylcarbonyl)-8-amino-3,6-dioxa-octanoic acid